4-chloro-1,6-dimethyl-1H-indol ClC1=C2C=CN(C2=CC(=C1)C)C